FC(C(=O)O)(F)F.ClC1=NN(C=C1NC1=NC=C(C(=N1)NC=1C=C(C=CC1F)NC(C=C)=O)C1=CC=C(C=C1)C(F)(F)F)C N-(3-((2-((3-chloro-1-methyl-1H-pyrazol-4-yl)amino)-5-(4-(trifluoromethyl)phenyl)pyrimidin-4-yl)amino)-4-fluorophenyl)acrylamide trifluoroacetate